FC1(C(C1)C(N1N=CC(=C1)C1=CC=C(C(=N1)C1=CC=2N(C=C1)N=C(N2)N)F)C2=CC=C(C=C2)F)F 7-(6-(1-((2,2-difluorocyclopropyl)(4-fluorophenyl)methyl)-1H-pyrazol-4-yl)-3-fluoropyridin-2-yl)-[1,2,4]triazolo[1,5-a]pyridin-2-amine